C(C)(C)[C@H]1NC2=C(OC1)C(=NC(=N2)N)N2CC(C2)NC (R)-7-Isopropyl-4-(3-(methylamino)azetidin-1-yl)-7,8-dihydro-6H-pyrimido[5,4-b][1,4]oxazin-2-amine